N1C=CC=2C1=NC=CC2CN2C(N(CC[C@@H]2C)C2=CC(=C(C=C2)OC)OCC2=CC=CC=C2)=O (S)-3-((1H-pyrrolo[2,3-b]pyridin-4-yl)methyl)-1-(3-(benzyloxy)-4-methoxyphenyl)-4-methyltetrahydropyrimidin-2(1H)-one